FC1=CC=C2C=3C(=C(C(=C(C3NC2=C1)C(=O)OCC)C(=O)OCC)C(=O)OCC)C(=O)OCC tetraethyl 7-fluoro-9H-carbazole-1,2,3,4-tetracarboxylate